OC=1C=C(C=CC1/C=N/OC)CC1=CC(=CC(=N1)SCCC(=O)O)NNC(=O)OC 3-{[6-({3-hydroxy-4-[(1E)-(methoxyimino)methyl]phenyl}methyl)-4-{[(methoxycarbonyl)amino]amino}pyridin-2-yl]sulfanyl}propanoic acid